CC1=NOC2=NC=NC(=C21)N2CC=1C=C(C=NC1CC2)C2=CN=C(S2)C 3-methyl-4-[3-(2-methylthiazol-5-yl)-7,8-dihydro-5H-1,6-naphthyridin-6-yl]isoxazolo[5,4-d]pyrimidine